NCC1=CC=CC=N1 6-aminomethylpyridine